Ammonia-15N [15NH3]